C(C)(C)(C)OC(=O)N1C(CN(CC1)C1=NC(=NC2=CC(=C(C=C12)Cl)Br)Cl)CC#N 4-(7-bromo-2,6-dichloroquinazolin-4-yl)-2-(cyanomethyl)piperazine-1-carboxylic acid tert-butyl ester